C(C=C)C(CSOSCC(CC=C)O)O allyl-2-hydroxyethylthio ether